(1S)-2,2-difluoro-6-sulfamoyl-6-azaspiro[2.5]octane-1-carboxylic acid benzyl ester C(C1=CC=CC=C1)OC(=O)[C@H]1C(C12CCN(CC2)S(N)(=O)=O)(F)F